C(C)OC1=CC=C(CN2CCN(CC2)C(\C=C\C2=C(C=C(C=C2)O)O)=O)C=C1 (E)-1-(4-(4-ethoxybenzyl)piperazinyl)-3-(2,4-dihydroxyphenyl)-2-propen-1-one